ClC=1C(=NC(=NC1)NC1=CC(=C(C=C1)N1CCC(CC1)N1CCN(CC1)C)Cl)NC=1C=NN(C1)C 5-chloro-N2-(3-chloro-4-(4-(4-methylpiperazin-1-yl)piperidin-1-yl)phenyl)-N4-(1-methyl-1H-pyrazol-4-yl)pyrimidine-2,4-diamine